(chloromethyl)-1,3-dioxolane-2-one ClCC1OC(OC1)=O